NSCC1=CC(=C(C(=C1)C(=O)NC)NC(=O)C1=CC(=NN1C1=NC=CC=C1Cl)Br)C N-[4-(aminothiomethyl)-2-methyl-6-[(methylamino)carbonyl]phenyl]-3-bromo-1-(3-chloro-2-pyridinyl)-1H-pyrazol-5-carboxamide